(S)-6-amino-2,4,5-trimethyl-4,5-dihydropyrido[3,4-e][1,2,4]triazolo[4,3-a]pyrazin-1(2H)-one NC1=NC=CC2=C1N([C@H](C=1N2C(N(N1)C)=O)C)C